BrC1=CC2=CN(N=C2C(=C1)OC1=NC=NC=C1)C 5-bromo-2-methyl-7-(pyrimidin-4-yloxy)-2H-indazole